trans-4-fluoro-1-((4-((S)-3-(5-methylfuran-3-yl)isoxazolidine-2-carbonyl)cyclohexyl)methyl)-1H-indole-6-carbonitrile FC1=C2C=CN(C2=CC(=C1)C#N)C[C@@H]1CC[C@H](CC1)C(=O)N1OCC[C@H]1C1=COC(=C1)C